FC=1C=C(CCC2=NC=3N(C(N(C(C3N2)=O)CC#C)=O)CCCCP(O)(O)=O)C=CC1 (4-(8-(3-Fluorophenethyl)-2,6-dioxo-1-(prop-2-yn-1-yl)-1,2,6,7-tetrahydro-3H-purin-3-yl)butyl)phosphonic acid